FC(OC=1C=CC=C2C(=NC=NC12)N[C@H](CN1CCN(CC1)S(=O)(=O)C=1SC(=CC1)C1=C(C(=NO1)C)C)C)F 8-(difluoromethoxy)-N-[(2S)-1-(4-{[5-(3,4-dimethyl-1,2-oxazol-5-yl)thiophen-2-yl]sulfonyl}piperazin-1-yl)propan-2-yl]quinazolin-4-amine